C(=O)C1=C(C=CC=C1O)N1N=CC(=C1)C=1C=C(C(=O)/N=C/2\NC3=C(N2CC(C)(C)O)C=C(C=C3)CN3CCN(CC3)C)C=CN1 (E)-2-(1-(2-formyl-3-hydroxyphenyl)-1H-pyrazol-4-yl)-N-(1-(2-hydroxy-2-methylpropyl)-6-((4-methylpiperazin-1-yl)methyl)-1,3-dihydro-2H-benzo[d]imidazol-2-ylidene)isonicotinamide